2-hydroxy-4-methyl-valeric acid calcium salt [Ca+2].OC(C(=O)[O-])CC(C)C.OC(C(=O)[O-])CC(C)C